6-[2-(3,4-methylenedioxy)phenyl]ethyl-3,9-dimethoxy-1,2-methylenedioxy-10,11-methylenedioxy-6,7-dihydro-5H-dibenzo[c,e]azepine C1OC=2C=C(C=CC2O1)CCN1CC2=C(C3=C(C1)C=C(C1=C3OCO1)OC)C1=C(C(=C2)OC)OCO1